C(#CCC)C1=NC(=C2N=CN(C2=N1)[C@@H]1SC[C@H]([C@H]1O)O)N[C@@H]1CCC2=CC=CC=C12 (2R,3R,4S)-2-[2-but-1-ynyl-6-[[(1R)-indan-1-yl]amino]purin-9-yl]tetrahydrothiophene-3,4-diol